C(C(C)=CCC[C@@H](C)[C@H]1CC[C@H]2C3=CCC4CCCC[C@]4(C)[C@H]3CC[C@]12C)O cholest-7,24(25)-dienol